C(C=C)C1=C(C(=CC(=C1)OC)CC=C)O 2,6-diallyl-4-methoxyphenol